methyl (S)-2-(2-acetylhydrazine-1-carboxamido)-3,3-dimethylbutyrate C(C)(=O)NNC(=O)N[C@H](C(=O)OC)C(C)(C)C